N-(2-(5-(((2,6-dichloro-3,5-dimethoxyphenyl)amino)methyl)-1H-pyrazol-3-yl)phenyl)but-2-ynylamide ClC1=C(C(=C(C=C1OC)OC)Cl)NCC1=CC(=NN1)C1=C(C=CC=C1)CC#CC[NH-]